C[C@@H]1N(CC(C(C1C(=O)OCC)=O)=C)[C@@H](C)C1=CC=CC=C1 ethyl (2S)-2-methyl-5-methylene-4-oxo-1-[(1S)-1-phenylethyl]piperidine-3-carboxylate